(4-chlorophenyl)(pyridin-2-yl)methanol ClC1=CC=C(C=C1)C(O)C1=NC=CC=C1